C(C1=CC=CC=C1)N(C(O)=O)[C@H]1[C@@H](NC(C1(C)C)=O)C1=CC=CC=C1.OC(C)N1C(=NCC1)C=CCCCCCCCCCCCCCCC 1-hydroxyethyl-2-heptadecenyl-imidazoline trans-benzyl-4,4-dimethyl-(5-oxo-2-phenylpyrrolidin-3-yl)carbamate